tert-butyl 4-(1-(5-(bis(4-methoxybenzyl)amino)-2-(2-methoxypyridin-4-yl)-2H-1,2,3-triazol-4-yl)-1,3-dioxopentan-2-yl)piperazine-1-carboxylate COC1=CC=C(CN(C=2C(=NN(N2)C2=CC(=NC=C2)OC)C(C(C(CC)=O)N2CCN(CC2)C(=O)OC(C)(C)C)=O)CC2=CC=C(C=C2)OC)C=C1